O=C(C[C@H](C(COC1=CC=CC=C1)=O)NC(OC(C)(C)C)=O)NC(C1=CC=CC=C1)(C1=CC=CC=C1)C1=CC=CC=C1 tert-butyl (R)-(1,4-dioxo-5-phenoxy-1-(tritylamino)pentan-3-yl)carbamate